thieno[3,2-d]thiophen S1C=CC2=C1SC=C2